cyclopentylmethylene-5-oxo-5,6,7,8-tetrahydro-quinoline-2-carboxylic acid ethyl ester C(C)OC(=O)C1=NC=2CCC(C(C2C=C1)=O)=CC1CCCC1